4-bromo-1-(difluoromethyl)-3-methyl-pyrazole BrC=1C(=NN(C1)C(F)F)C